ClC1=NC=C(C(=C1)C1=C(C=NC(=C1)C)C(=O)NC=1SC2=C(N1)CN(C2)C(=O)C2=NN(C=C2)CC(F)F)OC 2'-chloro-N-{5-[1-(2,2-difluoroethyl)-1H-pyrazole-3-carbonyl]-4H,5H,6H-pyrrolo[3,4-d][1,3]thiazol-2-yl}-5'-methoxy-6-methyl-[4,4'-bipyridine]-3-carboxamide